[((2S)-2-aminopropanoyl)amino]-2-(4-boronobutyl)piperidine-2-carboxylic acid N[C@H](C(=O)NN1C(CCCC1)(C(=O)O)CCCCB(O)O)C